3-(8-Trifluoromethylquinolin-5-yl)-5-(trifluoromethyl)-3-azabicyclo[3.1.0]hexane-1-carboxylic acid ethyl ester C(C)OC(=O)C12CN(CC2(C1)C(F)(F)F)C1=C2C=CC=NC2=C(C=C1)C(F)(F)F